6-(8-(benzo[d]thiazol-2-ylcarbamoyl)-3,4-dihydroisoquinolin-2(1H)-yl)-3-(4-phenoxyphenyl)picolinic acid tert-butyl ester C(C)(C)(C)OC(C1=NC(=CC=C1C1=CC=C(C=C1)OC1=CC=CC=C1)N1CC2=C(C=CC=C2CC1)C(NC=1SC2=C(N1)C=CC=C2)=O)=O